C(C=C)OC(=O)N1C[C@H]2N(C(C3=C1C=C(C(=C3)OC3CC3)OCCCCCBr)=O)C=C(C2)OS(=O)(=O)C(F)(F)F (S)-8-((5-bromopentyl)oxy)-7-cyclopropyloxy-5-oxo-2-(((trifluoromethyl)sulfonyl)oxy)-11,11a-dihydro-1H-benzo[e]pyrrolo[1,2-a][1,4]diazepine-10(5H)-carboxylic acid allyl ester